1-isopropyl-5,6-benzimidazole C(C)(C)C1=NN=CC2=C1C=CC2